9-[1-[[6-chloro-2-(1-methyl-2-oxo-4-pyridinyl)-3-pyridinyl]amino]ethyl]-3-(2-hydroxyethyl)-4,7-dimethyl-pyrazolo[3,4-c]isoquinolin-5-one ClC1=CC=C(C(=N1)C1=CC(N(C=C1)C)=O)NC(C)C=1C=2C3=C(N(C(C2C=C(C1)C)=O)C)N(N=C3)CCO